(1s,2s)-2-(3-chlorophenyl)-N-(6-(((6-cyclopropyl-[1,2,4]triazolo[1,5-a]pyridin-2-yl)methyl)amino)pyrimidin-4-yl)cyclopropane-1-carboxamide ClC=1C=C(C=CC1)[C@@H]1[C@H](C1)C(=O)NC1=NC=NC(=C1)NCC1=NN2C(C=CC(=C2)C2CC2)=N1